4-(6-(4-(2-amino-3-nitropyridin-4-yl)-1H-pyrazol-1-yl)pyridin-3-yl)-N-cyclopropyl-5,5,5-trifluoropentanamide NC1=NC=CC(=C1[N+](=O)[O-])C=1C=NN(C1)C1=CC=C(C=N1)C(CCC(=O)NC1CC1)C(F)(F)F